C(CCCCCCCCCCCCCCC)O[SiH3] hexadecyloxysilane